(R)-N-(5-(5-ethyl-1,2,4-oxadiazol-3-yl)-2,3-dihydro-1H-inden-1-yl)-1-(2-hydroxyethyl)-6-oxo-1,6-dihydropyridine-3-carboxamide C(C)C1=NC(=NO1)C=1C=C2CC[C@H](C2=CC1)NC(=O)C1=CN(C(C=C1)=O)CCO